C1(=CC=C(C=C1)S(=O)(=O)N1CCNCC1)C 4-(p-tolylsulfonyl)piperazine